2-fluoro-4-methoxy-N-(5-(thiophen-2-yl)-1,3,4-oxadiazol-2-yl)benzamide FC1=C(C(=O)NC=2OC(=NN2)C=2SC=CC2)C=CC(=C1)OC